C(C1=CC=CC=C1)N1C(O[C@@H]([C@H]1C(=O)OC)C)=C=O methyl (4S,5R)-3-benzyl-5-methyl-2-carbonyloxazolidine-4-carboxylate